[Br-].C[N+](CCCCCCCCCCCCCCCCCC)(CCCCCCCCCCCCCCCCCC)CCCCCCCCCCCCCCCCCC methyltristearylammonium bromide